FC(C1=CC=C(C=C1)N1C[C@]2(CC3=CC=CC=C13)CN(CC2)C(CC)=O)(F)F |o1:10| (R)- or (S)-1-(1'-(4-(trifluoromethyl)phenyl)-1',4'-dihydro-2'H-spiro-[pyrrolidine-3,3'-quinolin]-1-yl)propan-1-one